[Sr].O water, strontium salt